NC1=NC(=C(C(=C1C#N)C1=CC=C(C=C1)OCCOC)C#N)N1CC(C1)F 2-amino-6-(3-fluoroazetidin-1-yl)-4-(4-(2-methoxyethoxy)phenyl)pyridine-3,5-dicarbonitrile